3-(3-((tert-butyldimethylsilyl)oxy)propoxy)-5-methyl-4-nitro(tetrahydro-2H-pyran-4-yl)-1H-pyrazole [Si](C)(C)(C(C)(C)C)OCCCOC1=NN(C(=C1[N+](=O)[O-])C)C1CCOCC1